C(C)[C@@H]1NC[C@H]2[C@@H]1CCC2 ethyl-(1S,3aR,6aS)-octahydrocyclopenta[c]pyrrole